ethyl 6-cyano-2-((2-fluoro-4-iodophenyl) amino)-5-methylnicotinate C(#N)C1=NC(=C(C(=O)OCC)C=C1C)NC1=C(C=C(C=C1)I)F